2-chloro-(6-(8-ethyl-2-fluoroquinazolin-6-yl)-5-methoxypyridazin-3-yl)benzenesulfonamide ClC1=C(C=CC=C1C=1N=NC(=C(C1)OC)C=1C=C2C=NC(=NC2=C(C1)CC)F)S(=O)(=O)N